NC=1C2=C(N=CN1)N(C=C2)[C@H]2[C@@H]([C@@]([C@H](O2)COC2=CC=C1C=CC=NC1=C2)(O)C)O (2R,3S,4R,5R)-5-(4-aminopyrrolo[2,3-d]pyrimidin-7-yl)-3-methyl-2-(7-quinolyloxymethyl)tetrahydrofuran-3,4-diol